monoisononyl o-cyclohexylformate C1C(CCCC1)C(=O)OCCCCCCC(C)C